(t-butyl-peroxy)diisopropylbenzene C(C)(C)(C)OOC=1C(=C(C=CC1)C(C)C)C(C)C